N-(2-((5-chloro-2-((2-isopropoxy-5-methyl-4-(1-(tetrahydro-2H-pyran-4-yl)-1,2,3,6-tetrahydropyridin-4-yl)phenyl)amino)pyrimidin-4-yl)amino)phenyl)-N-methylsulfonamide ClC=1C(=NC(=NC1)NC1=C(C=C(C(=C1)C)C=1CCN(CC1)C1CCOCC1)OC(C)C)NC1=C(C=CC=C1)N(S(=O)=O)C